9-(2-ethoxy-ethoxy)-6,7-dihydro-pyrimido[6,1-a]isoquinolin-4-one C(C)OCCOC=1C=C2CCN3C(C2=CC1)=CC=NC3=O